NCC(=O)OC1=NC2=CC=C(C=C2C(=C1)C1=CC=CC=C1)CCN1CCOCC1 (6-(2-morpholinoethyl)-4-phenylquinolin-2-yl) glycinate